tert-butyl 2,2-difluoro-6-(4,4,5,5-tetramethyl-1,3,2-dioxaborolan-2-yl)-7-azaspiro[3.5]non-5-ene-7-carboxylate FC1(CC2(C1)C=C(N(CC2)C(=O)OC(C)(C)C)B2OC(C(O2)(C)C)(C)C)F